N[C@@H](C(=O)N1CCC(CC1)(C(=O)OC)NC(=O)OC(C)(C)C)CCCCNC(=O)OC(C)(C)C methyl (R)-1-(2-amino-6-(tert-butyloxycarbonylamino)hexanoyl)-4-(tert-butyloxycarbonylamino)piperidin-4-carboxylate